ethyl 1-(3,5-dichlorobenzyl)-1H-1,2,3-triazole-4-carboxylate ClC=1C=C(CN2N=NC(=C2)C(=O)OCC)C=C(C1)Cl